4-[2-(2-ethyl-4-hydroxy-5-methyl-pyrazol-3-yl)pyrimidin-4-yl]-1-methyl-pyrazolo[4,3-c]pyridine-6-carboxamide C(C)N1N=C(C(=C1C1=NC=CC(=N1)C1=NC(=CC2=C1C=NN2C)C(=O)N)O)C